6-[4-[(5-fluoro-3-pyridinyl)sulfonyl]-2-(trifluoromethyl)piperazin-1-yl]-4-(3-methylmorpholine-4-yl)-1H-pyridin-2-one FC=1C=C(C=NC1)S(=O)(=O)N1CC(N(CC1)C1=CC(=CC(N1)=O)N1C(COCC1)C)C(F)(F)F